(R)-7-chloro-6-(2-fluorobenzyl)-3-(tetrahydrofuran-3-yl)-3,6-dihydro-4H-pyrazolo[4,3-d][1,2,3]triazin-4-one ClC=1N(N=C2C1N=NN(C2=O)[C@H]2COCC2)CC2=C(C=CC=C2)F